FC1=CC=C(C=C1)N(NC1=CC=C(C=C1)F)C(C1=CC=CC=C1)=O N,N'-bis(4-fluorophenyl)benzoyl-hydrazine